ClC1=NN(C2=NC(=NC(=C21)Cl)Cl)COCC[Si](C)(C)C 3,4,6-trichloro-1-((2-(trimethylsilyl)ethoxy)methyl)-1H-pyrazolo[3,4-d]pyrimidine